2-oxoethyl-piperidine-1-carboxylic acid tert-butyl ester C(C)(C)(C)OC(=O)N1C(CCCC1)CC=O